sodium 2-[5-(2-tert-butyl-9-ethyl-6,8,8-trimethylpyrano[3,2-g]quinolin-4-ylidene)penta-1,3-dienyl]-1-(5-carboxypentyl)-3,3-dimethylindol-1-ium-5-sulphonate C(C)(C)(C)C1=CC(C=2C=C3C(=CC(N(C3=CC2O1)CC)(C)C)C)=CC=CC=CC1=[N+](C2=CC=C(C=C2C1(C)C)S(=O)(=O)[O-])CCCCCC(=O)O.[Na]